ClC=1C=C(CN2CC3(CC2)CCN(CC3)C(=O)N3N=C(C=C3)C(=O)N)C=C(C1)C(F)(F)F 1-(2-(3-chloro-5-(trifluoromethyl)benzyl)-2,8-diazaspiro[4.5]decane-8-carbonyl)-1H-pyrazole-3-carboxamide